CC1=CC=NN1C1=CC(=CC=C1)OC(F)(F)F 5-methyl-1-[3-(trifluoromethoxy)phenyl]pyrazol